N=1N(N=CC1)C1=C(C=C(C=N1)NC(=O)C1=C(C=C(C=C1)C1=C(C=C(C=C1)F)O)F)C(F)(F)F N-(6-(2H-1,2,3-triazol-2-yl)-5-(trifluoromethyl)pyridin-3-yl)-3,4'-difluoro-2'-hydroxyl-[1,1'-biphenyl]-4-carboxamide